CN1N=CC(=C1)C=1C=CC=2N(C1)N=CC2NCCC(=O)OCC ethyl 3-{[6-(1-methylpyrazol-4-yl)pyrazolo[1,5-a]pyridin-3-yl]amino}propanoate